F[C@H]1C[C@@H](CNC1)NC1=NC=CC(=N1)C=1C(=NC=CC1)OC1=C(C=C(C2=CC=CC=C12)NS(=O)(=O)C1CCC1)C N-(4-((3-(2-(((3S,5S)-5-fluoropiperidin-3-yl)amino)pyrimidin-4-yl)pyridin-2-yl)oxy)-3-methylnaphthalen-1-yl)cyclobutanesulfonamide